L-α-methylglutamine C[C@](N)(CCC(N)=O)C(=O)O